bishexanediol diacrylate C(C=C)(=O)O.C(C=C)(=O)O.C(CCCCC)(O)O.C(CCCCC)(O)O